sodium manganate oxide sodium [Na+].[Mn](=O)(=O)([O-])([O-])=O.[Na+]